FC(C1OCCNC1)(F)F 6-(trifluoromethyl)morpholin